2,2-Difluoro-N-[rac-(2R,3S)-5-oxo-2-phenyl-1-[1-(4-pyridyl)indazol-5-yl]-pyrrolidin-3-yl]propanamid FC(C(=O)N[C@@H]1[C@H](N(C(C1)=O)C=1C=C2C=NN(C2=CC1)C1=CC=NC=C1)C1=CC=CC=C1)(C)F |r|